C(C1=CC=CC=C1)OC=1C(=C(C=C(C1F)C(F)(F)F)C1=NN(C2=NC(=NC=C21)N2[C@H](CN(CC2)C(C(F)(F)F)=O)CC2CC2)C)F (S)-1-(4-(3-(3-(Benzyloxy)-2,4-difluoro-5-(trifluoromethyl)phenyl)-1-methyl-1H-pyrazolo[3,4-d]pyrimidin-6-yl)-3-(cyclopropylmethyl)piperazin-1-yl)-2,2,2-trifluoroethan-1-one